CC1(C(O1)CC[C@H](CC(=O)OCC)C)C (3R)-ethyl 5-(3,3-dimethyloxiran-2-yl)-3-methylpentanoate